N-((1S,3S,4S,6S)-2-((R)-oxetan-2-carbonyl)-3-((2,3',5'-trifluoro-[1,1'-biphenyl]-3-yl)methyl)-2-azabicyclo[4.1.0]heptan-4-yl)cyclopropylsulfonamide O1[C@H](CC1)C(=O)N1[C@H]2C[C@H]2C[C@@H]([C@@H]1CC=1C(=C(C=CC1)C1=CC(=CC(=C1)F)F)F)NS(=O)(=O)C1CC1